C(C=C)(=O)[Si].[Mn] manganese alloyl-silicon